C[C@@H]([C@H]1CC[C@@H]2[C@@]1(CC[C@]3([C@H]2CCC4=CC(=O)C=C[C@@]43C)O)C)C(=O)SCCNC(=O)CCNC(=O)[C@@H](C(C)(C)COP(=O)(O)OP(=O)(O)OC[C@@H]5[C@H]([C@H]([C@@H](O5)N6C=NC7=C(N=CN=C76)N)O)OP(=O)(O)O)O The molecule is a steroidal acyl-CoA that results from the formal condensation of the thiol group of coenzyme A with the carboxy group of 9alpha-hydroxy-3-oxo-23,24-bisnorchola-1,4-dien-22-oic acid. It is a conjugate acid of a 9alpha-hydroxy-3-oxo-23,24-bisnorchola-1,4-dien-22-oyl-CoA(4-).